6-(2,6-difluoro-4-(7-isopropoxy-2-methyl-2H-indazol-4-yl)benzyl)-6,7-dihydro-5H-pyrrolo[3,4-b]pyridin-5-one-7,7-d2 FC1=C(CN2C(C3=NC=CC=C3C2=O)([2H])[2H])C(=CC(=C1)C=1C2=CN(N=C2C(=CC1)OC(C)C)C)F